OC(COC=1C(=O)O[C@@H](C1OCCCCCCCC)[C@@H](O)CO)(C)C O-(2-hydroxyisobutyl)-3-O-octyl-ascorbic acid